sodium D-galacturonate O=C[C@H](O)[C@@H](O)[C@@H](O)[C@H](O)C(=O)[O-].[Na+]